C(C)(C)(C)OC(=O)N1[C@H](C[C@@H](C1)F)CN(C)C.C1(=CC=CC=2OC3=C(C21)C=CC=C3)C=3C(=C2C(=CC3)N=C3C=CC1=C4C=CC=CC4=NC1=C32)C3=C(C=CC=C3)C=3C(=CC=CC3)C3=CC=CC=C3 (dibenzofuranyl)(terphenylyl)indolocarbazole tert-butyl-(2R,4S)-2-((dimethylamino)methyl)-4-fluoropyrrolidine-1-carboxylate